2-[2-(4,4-difluoroazepan-1-yl)-5-methyl-6-(trifluoromethyl)-3-pyridinyl]-5,6-dimethyl-4-oxo-1H-pyridine-3-carboxylic acid FC1(CCN(CCC1)C1=NC(=C(C=C1C=1NC(=C(C(C1C(=O)O)=O)C)C)C)C(F)(F)F)F